C(C)OC(=O)C=1NC2=CC=C(C=C2C1)C1CCO1 5-(oxetan-4-yl)-1H-indole-2-carboxylic acid ethyl ester